(5-chloro-2-ethyl-4-nitrophenyl)acetamide 3',4-di(t-Butoxycarbonyl)-2'-deoxy-2',2'-difluorocytidine-5'-phosphate P(=O)(O)(O)OC[C@@H]1[C@](C([C@@H](O1)N1C(=O)NC(N)(C=C1)C(=O)OC(C)(C)C)(F)F)(O)C(=O)OC(C)(C)C.ClC=1C(=CC(=C(C1)CC(=O)N)CC)[N+](=O)[O-]